((5-(1-methyl-4-(trifluoromethyl)-1H-imidazol-2-yl)pyridin-2-yl)methyl)-7,8-dihydro-6H-pyrimido[5,4-b][1,4]oxazine CN1C(=NC(=C1)C(F)(F)F)C=1C=CC(=NC1)CC=1N=CC=2OCCNC2N1